ClC1=NC=2N(C(=C1)N1CCC(CC1)(C(=O)N)C)N=C(C2C2=CC=C(C=C2)Cl)C2=C(C=CC=C2)Cl 1-[5-chloro-2-(2-chlorophenyl)-3-(4-chlorophenyl)pyrazolo[1,5-a]pyrimidin-7-yl]-4-methyl-piperidine-4-carboxamide